N1C(=NC2=C1C=CC=C2)CCC=2CC(C=C1N=C3C=CC=CC3=CC21)(C)C=2SC=C(N2)C(=O)NCC2=NC=CC=C2F 2-{1-[2-(1H-1,3-Benzodiazol-2-yl)ethyl]-3-methylacridin-3-yl}-N-[(3-fluoropyridin-2-yl)methyl]-1,3-thiazole-4-carboxamide